7-cyclobutyl-N-(1,1-dioxo-2,3-dihydrothiophen-3-yl)-2-oxo-1,2-dihydroquinoline-3-carboxamide C1(CCC1)C1=CC=C2C=C(C(NC2=C1)=O)C(=O)NC1CS(C=C1)(=O)=O